5-chloro-N-((1r,4r)-4-((3-(2-chloro-5-methoxyphenyl)-2-oxo-2,3-dihydro-1H-imidazo[4,5-c]pyridin-1-yl)methyl)cyclohexyl)-2-(difluoromethyl)nicotinamide ClC=1C=NC(=C(C(=O)NC2CCC(CC2)CN2C(N(C=3C=NC=CC32)C3=C(C=CC(=C3)OC)Cl)=O)C1)C(F)F